4-ethyl-1-(4-iodophenyl)-N-isopropyl-piperidine-4-carboxamide C(C)C1(CCN(CC1)C1=CC=C(C=C1)I)C(=O)NC(C)C